C(C)(C)(C)OC(=O)N1C(CNCC1)C(C1=CN=C(C=C1)NC=1N=CC2=C(N1)N(C(=C2)C(NC2=CC=CC=C2)=O)C2CCCC2)=O (6-((6-(phenylcarbamoyl)-7-cyclopentyl-7H-pyrrolo[2,3-d]pyrimidin-2-yl)amino)nicotinoyl)piperazine-1-carboxylic acid tert-butyl ester